COC1=C(C(=O)P(CCCC)(C(C2=C(C=CC=C2OC)OC)=O)=O)C(=CC=C1)OC bis(2,6-dimethoxybenzoyl)-n-butylphosphine oxide